2-(3-Bromo-1H-pyrrol-2-yl)-N-(4-methoxybenzyl)ethane-1-amine BrC1=C(NC=C1)CCNCC1=CC=C(C=C1)OC